CC(CC)CC(CCCCC)C 3,5-dimethyl-decane